8-chloro-chromone-3-carbaldehyde ClC=1C=CC=C2C(C(=COC12)C=O)=O